1-(6-(1-Benzylpiperidin-4-yl)imidazo[1,2-a]pyridin-3-yl)dihydropyrimidine-2,4(1H,3H)-dione C(C1=CC=CC=C1)N1CCC(CC1)C=1C=CC=2N(C1)C(=CN2)N2C(NC(CC2)=O)=O